(R)-N-(chroman-4-yl)-2-cyclopropyl-1H-pyrrolo[2,3-b]pyridin-4-amine O1CC[C@H](C2=CC=CC=C12)NC=1C2=C(N=CC1)NC(=C2)C2CC2